10-hydroxy-cis-12-octadecenoic acid methyl ester COC(CCCCCCCCC(C\C=C/CCCCC)O)=O